N,5-dimethyl-3,4-dihydro-2H-thieno[2,3-b]pyran-3-amine hydrochloride Cl.CNC1CC2=C(OC1)SC=C2C